C1(=CC=CC=C1)C(C=C)N1CCCCC1 1-(1-phenylallyl)piperidin